C(=O)C=1C=C(C=CC1)C1=CC(=C(C=C1)O)C(=O)O 3'-FORMYL-4-HYDROXY[1,1'-BIPHENYL]-3-CARBOXYLIC ACID